C[C@H](CC(C)C)C=1SC=CC1NC(=O)C=1C(=NN(C1)C)C(F)(F)F N-[2-[(1R)-1,3-dimethylbutyl]-3-thienyl]-1-methyl-3-(trifluoromethyl)pyrazole-4-carboxamide